CC(C[C@@H](C(N1[C@@H](CCC1)C(N[C@@H](CC1=NC=CC=C1)C1=CC=CC=C1)=O)=O)NC(OC(C)(C)C)=O)C tert-Butyl (S)-4-methyl-1-oxo-1-((S)-2-((S)-1-phenyl-2-(pyridin-2-yl)ethylcarbamoyl)pyrrolidin-1-yl)pentan-2-ylcarbamate